((1S,2S)-2-methylcyclopropyl)-2-oxo-1,2-dihydropyridine-3,5-dicarboxamide C[C@@H]1[C@H](C1)N1C(C(=CC(=C1)C(=O)N)C(=O)N)=O